N(=[N+]=[N-])C(/C=C/C1=CC=CC=C1)(C(C)(C)Br)C (E)-(3-azido-4-bromo-3,4-DIMETHYLPENT-1-en-1-yl)benzene